C1CNC[C@H]1OC2=C(C=C(C=C2)C(=O)NC3=CC(=C(C=C3)O[C@H]4CCNC4)C5=CC=C(C=C5)F)C6=CC(=C(C=C6)F)F The molecule is a secondary carboxamide resulting from the formal condensation of the carboxy group of 3',4'-difluoro-6-[(3S)-pyrrolidin-3-yloxy][biphenyl]-3-carboxylic acid with the primary amino group of 4'-fluoro-6-[(3S)-pyrrolidin-3-yloxy][biphenyl]-3-amine. It is an beta-catenin/BCL9 protein-protein interaction inhibitor. It has a role as a Wnt signalling inhibitor and an antineoplastic agent. It is a difluorobenzene, a member of monofluorobenzenes, a member of pyrrolidines, an aromatic ether, a secondary carboxamide and a diether. It is a conjugate base of a 3',4'-difluoro-N-{4'-fluoro-6-[(3S)-pyrrolidin-3-yloxy][biphenyl]-3-yl}-6-[(3S)-pyrrolidin-3-yloxy][biphenyl]-3-carboxamide(2+).